OC1=NC=NC2=C1N(C=1C=CC(=CC21)C2CN(CCC2)C(=O)OCCCC)CC(F)(F)F Butyl 3-(4-hydroxy-5-(2,2,2-trifluoroethyl)-5H-pyrimido[5,4-b]indol-8-yl)piperidine-1-carboxylate